OC1=CC(=NC(=C1)[N+](=O)[O-])C 4-hydroxy-2-methyl-6-nitropyridine